C1NCC12NC(CC2)=O 2,5-diazaspiro[3.4]octane-6-one